COC(=O)[C@H]1NCCCC1.C1(CCC1)CN[C@H]1CN(CCC1)C1=CC(N(C=C1)C(C)N1N=NC(=C1)C=1N=NC=C(C1)NC)=O 4-((R)-3-((cyclobutylmethyl)amino)piperidin-1-yl)-1-(1-(4-(5-(methyl-amino)pyridazin-3-yl)-1H-1,2,3-triazol-1-yl)ethyl)pyridin-2(1H)-one methyl-(s)-piperidine-2-carboxylate